6'-(phosphonooxy)-2',3'-dihydrospiro[cyclohexane-1,1'-indene]-4-carboxylic acid P(=O)(O)(O)OC1=CC=C2CCC3(C2=C1)CCC(CC3)C(=O)O